NCCCC(=O)O Cγ-Aminobutyric acid